ClC1=C(C=CC(=C1F)F)C1N=C(NC(=C1C(=O)OCC)[C@@H]1CC[C@H](CC1)C(=O)OC)C=1SC=CN1 (trans)-Ethyl 4-(2-chloro-3,4-difluorophenyl)-6-(4-(methoxycarbonyl)cyclohexyl)-2-(thiazol-2-yl)-1,4-dihydropyrimidine-5-carboxylate